(3R)-1-tert-butyl 3-(1-ethoxy-3-(4-(ethoxycarbonyl)phenyl)-1,3-dioxopropan-2-yl)piperidine-1,3-dicarboxylate C(C)OC(C(C(=O)C1=CC=C(C=C1)C(=O)OCC)[C@]1(CN(CCC1)C(=O)OC(C)(C)C)C(=O)[O-])=O